2-cyclopentyl-1-(4-(((3S,4r,5R)-3,4,5-trihydroxypiperidin-1-yl)methyl)piperidin-1-yl)ethanone C1(CCCC1)CC(=O)N1CCC(CC1)CN1C[C@@H](C([C@@H](C1)O)O)O